COC1=C(C=CC2=NC(=NC(=N2)C(Cl)(Cl)Cl)C(Cl)(Cl)Cl)C=CC=C1 (2'-methoxystyryl)-4,6-bis(trichloromethyl)-s-triazine